(8R,9S,10S)-10-((dimethylamino)methyl)-N-(4-methoxyphenyl)-9-(4-(phenylethynyl)phenyl)-1,6-diazabicyclo[6.2.0]decane-6-carboxamide CN(C)C[C@@H]1[C@@H]([C@@H]2CN(CCCCN12)C(=O)NC1=CC=C(C=C1)OC)C1=CC=C(C=C1)C#CC1=CC=CC=C1